6-(2-methylpyridin-4-yl)-N-(4-(pyrrolidin-1-yl-methyl)pyridin-2-yl)-benzo[d]thiazol-2-amine CC1=NC=CC(=C1)C1=CC2=C(N=C(S2)NC2=NC=CC(=C2)CN2CCCC2)C=C1